3-Chlorobenzaldehyde-O-(1-methyl-1H-imidazole-5-carbonyl) oxime CN1C=NC=C1C(=O)ON=CC1=CC(=CC=C1)Cl